heptathioninium [SH+]1SSSSSSC=C1